BrC1=C2C=C(N=CC2=CC(=C1)C1=C(C=CC=C1C)Cl)N 5-bromo-7-(2-chloro-6-methyl-phenyl)isoquinolin-3-amine